N2-(4-(1,3-dimethyl-1H-pyrazol-4-yl)-2-methoxyphenyl)-N8-(2-methoxy-2-methylpropyl)pyrido[3,4-d]pyrimidine-2,8-diamine CN1N=C(C(=C1)C1=CC(=C(C=C1)NC=1N=CC2=C(N1)C(=NC=C2)NCC(C)(C)OC)OC)C